(terphenylyl)[di(phenyl)triazineyl]dibenzothiophene C1(=C(C=CC=C1)C1=C(C2=C(SC3=C2C=CC=C3)C=C1)C1=NN=NC(=C1C1=CC=CC=C1)C1=CC=CC=C1)C=1C(=CC=CC1)C1=CC=CC=C1